(S)-N-(3-Chloro-4-fluorophenyl)-1-(2-((R/S)-2-(hydroxymethyl)-pyrrolidin-1-yl)ethyl)-N-methyl-3-(6-methyl-4-(trifluoromethyl)-pyridin-2-yl)-2-oxoimidazolidine-4-carboxamide ClC=1C=C(C=CC1F)N(C(=O)[C@H]1N(C(N(C1)CCN1[C@H](CCC1)CO)=O)C1=NC(=CC(=C1)C(F)(F)F)C)C |&1:19|